(rac)-2-((1s,2s,5s)-2-((6-Chloropyridazin-3-yl)amino)-8-azabicyclo[3.2.1]octan-8-yl)ethan-1-ol ClC1=CC=C(N=N1)N[C@@H]1[C@@H]2CC[C@H](CC1)N2CCO |r|